2,3-Dimethyl-4-butoxy-phenol CC1=C(C=CC(=C1C)OCCCC)O